C(CCCCCCCC=C)OC1=CC=C(C(=O)O)C=C1 4-(9-decenyloxy)benzoic acid